BrC1=CC=CC=2C=3N(C(=NC12)N[C@H]1C(NCCC1)=O)N=C(N3)C3=CC(=CC=C3)F (3R)-3-{[7-bromo-2-(3-fluorophenyl)[1,2,4]triazolo[1,5-c]quinazolin-5-yl]amino}piperidin-2-one